N-(tert-butyl)diethanolamine C(C)(C)(C)N(CCO)CCO